CS(=O)(=O)CC1CCN(CC1)C(=O)OC(C)(C)C 4-(methylsulfonylmethyl)piperidine-1-carboxylic acid, tert-butyl ester